1-(4-((4-((5-(furan-2-yl)-2-methoxy-pyridin-3-yl)amino)-7-methoxy-quinazolin-6-yl)oxy)piperidin-1-yl)prop-2-en-1-one O1C(=CC=C1)C=1C=C(C(=NC1)OC)NC1=NC=NC2=CC(=C(C=C12)OC1CCN(CC1)C(C=C)=O)OC